6-chloro-N-(5-chloro-1-(2-chloroethyl)-1H-pyrazol-4-yl)-7-(1H-pyrazol-1-yl)-1H-indole-3-sulfonamide ClC1=CC=C2C(=CNC2=C1N1N=CC=C1)S(=O)(=O)NC=1C=NN(C1Cl)CCCl